N1=CC=C2C1=CC=CC=C2 cycloheptapyrrole